ClC1=CC2=C(C=C3N2C(=NN(C3=O)CC(=O)NC3CC(C3)(C)O)C(C)C)S1 2-(2-Chloro-5-isopropyl-8-oxothieno[2',3':4,5]pyrrolo[1,2-d][1,2,4]triazin-7(8H)-yl)-N-((1s,3s)-3-hydroxy-3-methyl-cyclobutyl)acetamide